[N+](=O)([O-])C=1C=C2C(N(C=NC2=CC1)CC(=O)OCC)=O ethyl 2-(6-nitro-4-oxoquinazolin-3(4H)-yl)acetate